tert-butyl (3S)-4-[7-bromo-2-[2-[4-[(2-tert-butoxy-2-oxo-ethoxy)methyl]-1-piperidyl]ethoxy]-6-chloro-8-fluoro-quinazolin-4-yl]-3-methyl-piperazine-1-carboxylate BrC1=C(C=C2C(=NC(=NC2=C1F)OCCN1CCC(CC1)COCC(=O)OC(C)(C)C)N1[C@H](CN(CC1)C(=O)OC(C)(C)C)C)Cl